C(#N)C=1C(=C(C(=CC1)C(C)C)NC(=O)N=[S@@](=O)(N)C=1SC(=CC1)C(C)(C)O)C(C)C (S)-N'-((3-cyano-2,6-diisopropyl-phenyl)carbamoyl)-5-(2-hydroxy-propan-2-yl)thiophene-2-sulfonimidamide